8-(4-(1H-pyrazol-5-yl)phenyl)-2,2-difluoro-7-azaspiro[3.5]non-5-ene-7-carboxylic acid tert-butyl ester C(C)(C)(C)OC(=O)N1C=CC2(CC(C2)(F)F)CC1C1=CC=C(C=C1)C1=CC=NN1